NCCN(CCN)CC=1C=CC(=C(C(=O)NC2=CC=C(C=C2)S(=O)(=O)N2CCN(CC2)C2=CC(=CC(=C2)Cl)Cl)C1)N(S(=O)(=O)C)C 5-((Bis(2-aminoethyl)amino)methyl)-N-(4-((4-(3,5-dichlorophenyl)piperazin-1-yl)sulfonyl)phenyl)-2-(N-methylmethylsulfonamido)benzamide